FC=1C(=C(C#N)C=CC1N1CCC(CC1)C1=CC=C(C=C1)OCCCCO)C(F)(F)F 3-fluoro-4-(4-(4-(4-hydroxybutoxy)phenyl)piperidin-1-yl)-2-(trifluoromethyl)-benzonitrile